C(=O)(O)C=1C=C(C=C(C1)C(=O)O)P(O)(O)=O 3,5-dicarboxyphenyl-phosphonic acid